2,2-difluorobicyclo[2.1.1]hexan FC1(C2CC(C1)C2)F